BrC1=CC2=C(C(CO2)NC)C=C1 6-Bromo-N-methyl-2,3-dihydrobenzofuran-3-amine